N-[(6-{[(cyclobutylmethyl)amino]methyl}imidazo[1,2-a]pyridin-2-yl)methyl]imidazo[1,5-a]pyridine-5-carboxamide C1(CCC1)CNCC=1C=CC=2N(C1)C=C(N2)CNC(=O)C2=CC=CC=1N2C=NC1